4-((4-aminophenyl)methyl)-3-(trifluoromethyl)aniline tert-butyl-(4-((pyridin-2-ylmethyl)amino)butyl)carbamate C(C)(C)(C)N(C(O)=O)CCCCNCC1=NC=CC=C1.NC1=CC=C(C=C1)CC1=C(C=C(N)C=C1)C(F)(F)F